6-(4-amino-2-chloro-5-fluorophenyl)-1-methylindolin-2-one NC1=CC(=C(C=C1F)C1=CC=C2CC(N(C2=C1)C)=O)Cl